C1(=CC=C(C=C1)N(C1=CC=C(C=C1)C1=CC=C(C=C1)Br)C1=CC=C(C=C1)C1=CC=CC=C1)C1=CC=CC=C1 N,N-bis(biphenyl-4-yl)-4'-bromobiphenyl-4-amine